C(CC(O)(C(=O)O)CC(=O)O)(=O)O.OP(O)(=O)OP(=O)(O)OP(=O)(O)O.[C@@H]1([C@H](O)[C@H](O)[C@@H](CO)O1)N1C=NC=2C(N)=NC=NC12 Adenosine triphosphate citrate